ethyl 2-(1-tert-butyl-1H-indazol-7-yl)acetate C(C)(C)(C)N1N=CC2=CC=CC(=C12)CC(=O)OCC